allyl-dimethyl-methylene isocyanate C(C=C)CC(C)(N=C=O)N=C=O